C1(=CC(=CC=C1)C=1C=C(C(C(=O)O)=CC1)C(=O)O)C=1C=C(C(C(=O)O)=CC1)C(=O)O 4,4'-(1,3-phenylene)-bis(phthalic acid)